3'-amino-5'-cyano-N-(2-methoxyethyl)-[1,1'-biphenyl]-4-carboxamide NC=1C=C(C=C(C1)C#N)C1=CC=C(C=C1)C(=O)NCCOC